methyl 6-(3-cyclopropylphenoxy)pyrazolo[1,5-a]pyrimidine-7-carboxylate C1(CC1)C=1C=C(OC=2C=NC=3N(C2C(=O)OC)N=CC3)C=CC1